2-Methylbutyric acid CC(C(=O)O)CC